(E)-(4-(1-(3-(2-((2,3-dihydro-1H-inden-2-yl)amino)pyrimidin-5-yl)acryloyl)-3-methylazetidin-3-yl)-1H-1,2,3-triazol-1-yl)methyl pivalate C(C(C)(C)C)(=O)OCN1N=NC(=C1)C1(CN(C1)C(\C=C\C=1C=NC(=NC1)NC1CC2=CC=CC=C2C1)=O)C